5-((3-(trifluoromethyl)pyrazin-2-yl)methyl)-7-(1-(4-(trifluoromethyl)pyridin-3-yl)piperidin-4-yl)pyrido[2,3-b]pyrazin-6(5H)-one FC(C=1C(=NC=CN1)CN1C(C(=CC=2C1=NC=CN2)C2CCN(CC2)C=2C=NC=CC2C(F)(F)F)=O)(F)F